Cl.N[C@H]1C[C@@H](C[C@@H]1C)C(=O)OC(C)(C)C tert-butyl (1R,3S,4S)-3-amino-4-methylcyclopentane-1-carboxylate hydrochloride salt